1-((1R,4R)-2-azabicyclo[2.2.1]heptan-7-yl)-3-(4-(trifluoromethoxy)phenyl)urea [C@@H]12NC[C@@H](CC1)C2NC(=O)NC2=CC=C(C=C2)OC(F)(F)F